5-(4-cyclopropyl-6-methoxypyrimidin-5-yl)-3-(4-(1-methyl-4-(trifluoromethyl)-1H-imidazol-2-yl)benzyl)-1-((2-(trimethylsilyl)ethoxy)methyl)-1H-pyrazolo[3,4-c]pyridine C1(CC1)C1=NC=NC(=C1C=1C=C2C(=CN1)N(N=C2CC2=CC=C(C=C2)C=2N(C=C(N2)C(F)(F)F)C)COCC[Si](C)(C)C)OC